C[C@@H]1O[C@@H](CN(C1)C=1C=CC(=NC1)C=1C=NC(=CC1NC1=NC(=CC(=C1)N1[C@H](COCC1)C)S(=O)(=O)C)CC(=O)N)C (5-(cis-2,6-dimethylmorpholino)-4'-((4-((S)-3-methylmorpholino)-6-(methylsulfonyl)pyridin-2-yl)amino)-[2,3'-bipyridin]-6'-yl)acetamide